COC(=O)[C@H]1[C@H](C(CC1)=O)CCCCC |o1:4,5| (1r,2r)-rel-3-oxo-2-pentyl-cyclopentanecarboxylic acid methyl ester